2-[[2-(3-bicyclo[1.1.1]pentanyl)acetyl]amino]-4-[2-ethoxyethyl-[4-(5,6,7,8-tetrahydro-1,8-naphthyridin-2-yl)butyl]amino]butanoic acid C12CC(C1)(C2)CC(=O)NC(C(=O)O)CCN(CCCCC2=NC=1NCCCC1C=C2)CCOCC